COC([C@@](C)(C1=CC=CC=C1)N1N=CC=2C1=NC(=NC2Cl)N)=O (R)-2-(6-amino-4-chloro-1H-pyrazolo[3,4-d]pyrimidin-1-yl)-2-phenylpropionic acid methyl ester